((3R,6R)-1-methyl-6-(trifluoromethyl)piperidin-3-yl)piperidine-4-carboxamide CN1C[C@@H](CC[C@@H]1C(F)(F)F)N1CCC(CC1)C(=O)N